tert-butyl (S)-4,4-difluoro-2-(1H-1,2,4-triazol-3-yl)pyrrolidine-1-carboxylate FC1(C[C@H](N(C1)C(=O)OC(C)(C)C)C1=NNC=N1)F